FC(C=1C=C2C(=NC=NC2=CC1)O)(F)F 6-(trifluoromethyl)quinazolin-4-ol